NC1=C(C(=NC=N1)NC1=CC(=C2N(C1=O)C1(CCN(CC1)CC#N)NC2=O)C)C 2-(6-((6-amino-5-methylpyrimidin-4-yl)amino)-8-methyl-1,5-dioxo-1,5-dihydro-2H-spiro[imidazo[1,5-a]pyridine-3,4'-piperidine]-1'-yl)acetonitrile